C(C)OC(C1=NC(=CC(=C1)C(NC1CC1)=O)C(NC)=O)=O 4-(Cyclopropylcarbamoyl)-6-(methylcarbamoyl)picolinic acid ethyl ester